3-cyclopropoxy-N-(3,5-difluoro-4-((7-(2-(methylamino)ethoxy)quinolin-4-yl)oxy)phenyl)isonicotinamide 1,3,4,6,7,8-Hexahydro-2H-pyrimido[1,2-a]pyrimidinate N1C=2N(CCC1C(=O)O)CCCN2.C2(CC2)OC2=C(C(=O)NC1=CC(=C(C(=C1)F)OC1=CC=NC3=CC(=CC=C13)OCCNC)F)C=CN=C2